N'-acetyl-4-amino-N-(2,5-difluoro-4-(trifluoromethyl)benzyl)-N',1-dimethyl-1H-pyrazolo[4,3-c]quinoline-8-carbohydrazide C(C)(=O)N(N(C(=O)C1=CC=2C3=C(C(=NC2C=C1)N)C=NN3C)CC3=C(C=C(C(=C3)F)C(F)(F)F)F)C